CC1=CC=CC(=N1)C1=C(N=CN1)C=1C=C2C=C(C=NC2=CC1)NC(=O)C1N2CCN(C1)CC2 N-[6-[5-(6-methyl-2-pyridyl)-1H-imidazol-4-yl]-3-quinolyl]-1,4-diazabicyclo[2.2.2]octane-2-carboxamide